CN(C(=O)[C@@H]1CN(CC[C@H]1NC(=O)C1=CC(=NO1)C1=C(C=C(C=C1)F)F)C1C(CCC1)C)C (3R,4R)-4-{[3-(2,4-difluoro-phenyl)-isoxazole-5-carbonyl]-amino}-1-(2-methyl-cyclopentyl)-piperidine-3-carboxylic acid dimethylamide